4-hydroxy-5-oxo-1-phenyl-2,5-dihydro-1H-pyrrole-3-carboxylic acid ethyl ester C(C)OC(=O)C=1CN(C(C1O)=O)C1=CC=CC=C1